NC1=NC=2C=CC(=CC2C2=C1SC=C2)C(=O)N([C@@H](COC)C)CC=2N=NC(=CC2)Br 4-amino-N-((6-bromo-3-pyridazinyl)methyl)-N-((2R)-1-methoxy-2-propanyl)thieno[2,3-c]quinoline-8-carboxamide